O1C(=NN=C1)C1CC2(C1)N(C(CN(C2=O)C2=C(C=C(C#N)C=C2)F)=O)CC2=CC=C(C=C2)C(F)(F)F 4-(2-(1,3,4-oxadiazol-2-yl)-6,9-dioxo-5-(4-(trifluoromethyl)benzyl)-5,8-diazaspiro[3.5]nonan-8-yl)-3-fluorobenzonitrile